5'-(1,2-distearoyl-sn-glycero-3-phospho)-6-thio-2'-deoxyguanosine C(CCCCCCCCCCCCCCCCC)(=O)OC[C@@H](OC(CCCCCCCCCCCCCCCCC)=O)COP(=O)(O)OC[C@@H]1[C@H](C[C@@H](O1)N1C=NC=2C(=S)NC(N)=NC12)O